3-(3,5-dibromo-4-hydroxybenzylidene)-5-iodoindolin-2-one BrC=1C=C(C=C2C(NC3=CC=C(C=C23)I)=O)C=C(C1O)Br